2-((((2S,5S)-2-(3,4-difluorophenyl)-5-methylpyrrolidin-1-yl)methyl)-1-((trans)-4-methoxycyclohexyl)-1H-benzo[d]imidazol-5-yl)-3,5-dimethylisoxazole FC=1C=C(C=CC1F)[C@H]1N([C@H](CC1)C)CC1=NC2=C(N1[C@@H]1CC[C@H](CC1)OC)C=CC(=C2)N2OC(=CC2C)C